C(C)(C)(C)OC(NCCCC(N1CCN(CC1)C1=NC=C(C=N1)C(F)(F)F)=O)=O N-[4-oxo-4-[4-[5-(trifluoromethyl)pyrimidin-2-yl]piperazin-1-yl]butyl]carbamic acid tert-butyl ester